N-((2-(2,6-dioxopiperidin-3-yl)-4,6-difluoro-1-oxoisoindolin-5-yl)methyl)-4-(trifluoromethyl)cyclohexane-1-carboxamide O=C1NC(CCC1N1C(C2=CC(=C(C(=C2C1)F)CNC(=O)C1CCC(CC1)C(F)(F)F)F)=O)=O